FC([C@@H]1[C@H](C1)C=1C=2N(N=C(C1)C=1C(NC(NC1)=O)=O)C=CN2)(F)F 5-(8-((1S,2S)-2-(trifluoromethyl)cyclopropyl)imidazo[1,2-b]pyridazin-6-yl)pyrimidine-2,4(1H,3H)-dione